2-[12-(methylamino)-9-oxo-5-thia-1,10,11-triazatricyclo[6.4.0.02,6]-dodeca-2(6),3,7,11-tetraen-10-yl]acetic acid CNC1=NN(C(C2=CC=3SC=CC3N12)=O)CC(=O)O